2-Cyclopentyl-pyrazol-3-ol C1(CCCC1)N1N=CC=C1O